(S)-2-amino-3-methyl-butyric acid (2r,3r,11br)-3-isobutyl-9,10-dimethoxy-1,3,4,6,7,11b-hexahydro-2H-pyrido[2,1-a]isoquinolin-2-yl ester tosylate S(=O)(=O)(O)C1=CC=C(C)C=C1.C(C(C)C)[C@H]1[C@@H](C[C@H]2N(CCC3=CC(=C(C=C23)OC)OC)C1)OC([C@H](C(C)C)N)=O